cis-2-chloro-6-cyclopropyl-4-(3-methyl-1-(4-methyl-4H-1,2,4-triazol-3-yl)cyclobutyl)pyridine ClC1=NC(=CC(=C1)C1(CC(C1)C)C1=NN=CN1C)C1CC1